C1(CCCC1)C(C(=O)OCC(C)C)(C(C(=O)OCC(C)C)C1CCCC1)C#N diisobutyl 2,3-dicyclopentyl-2-cyanosuccinate